mono-[2-(3,5-bis-trifluoromethylphenylcarbamoyl)-4-chlorophenyl] phosphate P(=O)(OC1=C(C=C(C=C1)Cl)C(NC1=CC(=CC(=C1)C(F)(F)F)C(F)(F)F)=O)([O-])[O-]